tert-butyl ((1r,3r)-3-(4-(2-(4-((2-cyano-5-fluoropyridin-3-yl)oxy)phenyl)propan-2-yl)phenoxy)cyclobutyl)carbamate C(#N)C1=NC=C(C=C1OC1=CC=C(C=C1)C(C)(C)C1=CC=C(OC2CC(C2)NC(OC(C)(C)C)=O)C=C1)F